N1,N1,N4,N4-tetramethyl-1,4-benzenediamine CN(C1=CC=C(C=C1)N(C)C)C